BrC=1C(=NC=C(C1)[N+](=O)[O-])C(C(=O)OCC)C(=O)OCC Diethyl 2-(3-bromo-5-nitropyridin-2-yl)malonate